N1(CCCC1)CCOC1=CC=C(N)C=C1 4-(2-(pyrrolidin-1-yl)ethoxy)aniline